N-[5-(1H-benzimidazol-2-yl)-1H-pyrazol-3-yl]-4-(4-methyl-3-oxo-piperazin-1-yl)benzamide N1C(=NC2=C1C=CC=C2)C2=CC(=NN2)NC(C2=CC=C(C=C2)N2CC(N(CC2)C)=O)=O